2-Oxo-7-({[(1s,4s)-4-(6-hydroxypyridin-2-yl)cyclohexyl]oxy}methyl)-4-oxa-1,8-diazaspiro[5.5]undecane-8-carboxylic acid tert-butyl ester C(C)(C)(C)OC(=O)N1C(C2(COCC(N2)=O)CCC1)COC1CCC(CC1)C1=NC(=CC=C1)O